1-benzyl-8-(3-bromophenyl)-6-chloro-7-(naphthalen-1-ylmethyl)-5-oxo-1,2,3,5-tetrahydroimidazo[1,2-a]pyridine-3-carboxylic acid C(C1=CC=CC=C1)N1CC(N2C1=C(C(=C(C2=O)Cl)CC2=CC=CC1=CC=CC=C21)C2=CC(=CC=C2)Br)C(=O)O